2-(2,6-dioxopiperidin-3-yl)-1-oxo-N-((S)-1-(tetrahydro-2H-pyran-4-yl)ethyl)isoindoline-5-carboxamide O=C1NC(CCC1N1C(C2=CC=C(C=C2C1)C(=O)N[C@@H](C)C1CCOCC1)=O)=O